OCCN(C(C(=O)O)C)CCO 2-(bis(2-hydroxyethyl)amino)propionic acid